methyl (RS)-5-(2,2-difluoro-7-azaspiro[3.5]nonan-6-yl)picolinate FC1(CC2(C1)C[C@@H](NCC2)C=2C=CC(=NC2)C(=O)OC)F |r|